C(CCC)OCN(C)C butoxy-N,N-dimethylmethanamine